BrC1=C2C=CN(C2=CC(=C1)F)[Si](C(C)C)(C(C)C)C(C)C (4-bromo-6-fluoro-indol-1-yl)-triisopropyl-silane